C(C)(C)(C)OC(=O)N1C[C@H]([C@@H](CC1)N)C.C1(CCCCC1)C=1C=C(C=CC1O)C12CC3(CC(CC(C1)C3)(C2)C2=CC(=C(C=C2)O)C2CCCCC2)C2=CC(=C(C=C2)O)C2CCCCC2 |r| 1,3,5-Tris(3-cyclohexyl-4-hydroxyphenyl)adamantane Racemic-tert-butyl-trans-4-amino-3-methylpiperidine-1-carboxylate